C(C)(C)(C)OC(=O)NC(=O)OC(C)(C)C di-tert-butyl-iminodicarboxylate